(S)-N-(6-(3-Fluoroazetidin-1-yl)pyridin-2-yl)-4-((2-hydroxy-1-methyl-ethyl)sulfonamido)-2-(6-azaspiro[2.5]octan-6-yl)benzamide FC1CN(C1)C1=CC=CC(=N1)NC(C1=C(C=C(C=C1)NS(=O)(=O)[C@H](CO)C)N1CCC2(CC2)CC1)=O